ClC1=NC2=NC(=CN=C2C(=N1)C1=C(C=C(C=C1)Cl)F)C 2-chloro-4-(4-chloro-2-fluorophenyl)-7-methylpteridine